FC1=C(C=CC(=C1)F)[C@@H]1N(OCC1)C1=CC(=NC=N1)NC=1C(=CC(=C(C1)NC(C=C)=O)N1CCC(CC1)N1[C@H]2CN([C@@H](C1)C2)CC)OC N-(5-((6-((R)-3-(2,4-difluorophenyl)isoxazolidine-2-yl)pyrimidine-4-yl)amino)-2-(4-((1R,4R)-5-ethyl-2,5-diazabicyclo[2.2.1]-heptane-2-yl)piperidine-1-yl)-4-methoxyphenyl)acrylamide